3-[(3,4-dihydro-2H-thiochromen-4-ylmethyl)amino]pyridine-4-carboxylic acid S1CCC(C2=CC=CC=C12)CNC=1C=NC=CC1C(=O)O